3-(5-(4-(4'-fluoro-3,4,5,6-tetrahydro-[1,1'-biphenyl]-2-carbonyl)piperazine-1-carbonyl)-1-oxoisoindolin-2-yl)piperidine-2,6-dione FC1=CC=C(C=C1)C1=C(CCCC1)C(=O)N1CCN(CC1)C(=O)C=1C=C2CN(C(C2=CC1)=O)C1C(NC(CC1)=O)=O